tert-butyl 3-[8-fluoro-7-[8-fluoro-3-(methoxymethoxy)-1-naphthyl]-2-methylsulfonyl-pyrido[4,3-d]pyrimidin-4-yl]-3,8-diazabicyclo[3.2.1]octane-8-carboxylate FC1=C(N=CC2=C1N=C(N=C2N2CC1CCC(C2)N1C(=O)OC(C)(C)C)S(=O)(=O)C)C1=CC(=CC2=CC=CC(=C12)F)OCOC